(4-(3-(4-(4-(2-(1-(2-{2,6-dioxopiperidin-3-yl}-1-oxoisoindolin-5-yl)piperidin-4-yl)ethyl)piperidin-1-yl)phenoxy)-6-hydroxybenzo[b]thiophen-2-yl)phenyl)boronic acid O=C1NC(CCC1N1C(C2=CC=C(C=C2C1)N1CCC(CC1)CCC1CCN(CC1)C1=CC=C(OC=2C3=C(SC2C2=CC=C(C=C2)B(O)O)C=C(C=C3)O)C=C1)=O)=O